(R)-2-amino-3-(4-((2-(4-(3-(4-chloro-3-ethyl-1H-pyrrolo[2,3-b]pyridin-5-yl)phenyl)-3-oxopiperazin-1-yl)-2-oxoethyl)amino)phenyl)propanoic acid N[C@@H](C(=O)O)CC1=CC=C(C=C1)NCC(=O)N1CC(N(CC1)C1=CC(=CC=C1)C=1C(=C2C(=NC1)NC=C2CC)Cl)=O